1,1-difluoro-2-(trifluoromethoxy)ethene FC(=COC(F)(F)F)F